4-(2-Carboxy-2-methylpropyl)-3-fluorooctahydropyrrolo[3,2-b]pyrrol-1-ium trifluoroacetate FC(C(=O)[O-])(F)F.C(=O)(O)C(CN1CCC2[NH2+]CC(C21)F)(C)C